(R)-N-(1-(1-methyl-5-nitro-1H-benzo[d]imidazol-2-yl)piperidin-3-yl)-4-(4-methylpiperazin-1-yl)-5-(trifluoromethyl)pyrimidin-2-amine CN1C(=NC2=C1C=CC(=C2)[N+](=O)[O-])N2C[C@@H](CCC2)NC2=NC=C(C(=N2)N2CCN(CC2)C)C(F)(F)F